C(CCCCC)C1CCCCC(=O)N1 6-n-hexyl-caprolactam